(S)-(4,4-difluorocyclohexyl)(7-((S)-1-((S)-4-(difluoromethyl)-2-oxoimidazolidin-1-yl)-2-methoxyethyl)imidazo[1,2-b]pyridazin-2-yl)methanaminium chloride [Cl-].FC1(CCC(CC1)[C@H]([NH3+])C=1N=C2N(N=CC(=C2)[C@@H](COC)N2C(N[C@@H](C2)C(F)F)=O)C1)F